CC1([C@H]2CC3=C(C(=C(N=C3[C@@H]1C2)N2CC1(CN(C1)C(C=C)=O)CC2)C#N)C=2C(=CC=C1C=NNC21)C)C (M)-(1R,9R)-10,10-dimethyl-6-(6-methyl-1H-indazol-7-yl)-4-(2-(2-propenoyl)-2,6-diazaspiro[3.4]octan-6-yl)-3-azatricyclo[7.1.1.02,7]undeca-2,4,6-triene-5-carbonitrile